C(#N)CC=1N=C(SC1)OC1=CC(=C(C=C1)NC(OC(C)(C)C)=O)F tert-Butyl (4-{[4-(cyanomethyl)-1,3-thiazol-2-yl]oxy}-2-fluorophenyl)carbamate